BrC=1C=CC(=C(C1)C(C)=O)[N+](=O)[O-] 1-(5-bromo-2-nitrophenyl)ethan-1-one